((3-hydroxypropyl)azanediyl)bis(hexane-6,1-diyl) bis(6,6-bis(((Z)-oct-5-en-1-yl)oxy)hexanoate) C(CCC\C=C/CC)OC(CCCCC(=O)OCCCCCCN(CCCCCCOC(CCCCC(OCCCC\C=C/CC)OCCCC\C=C/CC)=O)CCCO)OCCCC\C=C/CC